C(=C)[SiH3] R-vinylsilane